2-[4-[4-[[4-[[2-(6-methyl-2-pyridyl)pyrimidin-4-yl]amino]pyrimidin-2-yl]amino]phenyl]sulfonylpiperazin-1-yl]ethanol CC1=CC=CC(=N1)C1=NC=CC(=N1)NC1=NC(=NC=C1)NC1=CC=C(C=C1)S(=O)(=O)N1CCN(CC1)CCO